1-(piperidin-3-yl)methanesulfonamide N1CC(CCC1)CS(=O)(=O)N